C(C)(C)(C)OC(N[C@H](C(=O)C1C(OC(OC1=O)(C)C)=O)CCC)=O (S)-(1-(2,2-dimethyl-4,6-dioxo-1,3-dioxan-5-yl)-1-oxopentan-2-yl)carbamic acid tert-butyl ester